1-(5-methyl-1H-indol-3-yl)-2-phenyl-1,2,3,4-tetrahydroisoquinoline CC=1C=C2C(=CNC2=CC1)C1N(CCC2=CC=CC=C12)C1=CC=CC=C1